(R)-2-amino-N-(4-(chlorodifluoromethoxy)phenyl)-5-(2-(5-cyanopyrimidin-2-yl)-2,4-dihydropyrazolo[3',4':3,4]cyclopenta[1,2-b]pyridin-7-yl)-6-(3-fluoropyrrolidin-1-yl)nicotinamide NC1=C(C(=O)NC2=CC=C(C=C2)OC(F)(F)Cl)C=C(C(=N1)N1C[C@@H](CC1)F)C=1C=C2C(=NC1)CC=1C2=NN(C1)C1=NC=C(C=N1)C#N